ClC=1C=CC(=C(C1)/C=C/C(=O)N[C@H]1C/C=C/CNC(NC2=CC=CC=C2C2=CNC1=N2)=O)N2N=NN=C2 (E)-3-(5-Chloro-2-tetrazol-1-yl-phenyl)-N-((E)-(S)-9-oxo-8,10,17,19-tetraaza-tricyclo[14.2.1.02,7]nonadeca-1(18),2,4,6,12,16(19)-hexaen-15-yl)-acrylamide